OC1COC(=C(C1=O)O)C 3,5-dihydroxy-6-methyl-2,3-dihydro-4(4H)-pyrone